N,N-diethyl-aminopropanol C(C)N(CC)C(CC)O